7-(cyclopropyl(5-((2S,4S)-4-fluoro-2-(hydroxymethyl)pyrrolidine-1-carbonyl)pyridin-2-yl)amino)-2-methyl-[1,2,4]triazolo[4,3-a]pyridin-3(2H)-one C1(CC1)N(C1=CC=2N(C=C1)C(N(N2)C)=O)C2=NC=C(C=C2)C(=O)N2[C@@H](C[C@@H](C2)F)CO